1,3-Di-tert-butyl-4-hydroxy-5-methyl-pyrazol C(C)(C)(C)N1N=C(C(=C1C)O)C(C)(C)C